C1(=CC=CC=C1)[SiH]1C(=C(C(=C1C1=CC=CC=C1)C1=CC=CC=C1)C1=CC=CC=C1)C1=CC=CC=C1 1,2,3,4,5-penta-phenyl-silole